FC1=C(C(=CC=C1)O)C1CC=2N=C(N=C(C2CN1C)N1CCN(CC1)C(C=C)=O)O (4-(7-(2-fluoro-6-hydroxyphenyl)-2-hydroxy-6-methyl-5,6,7,8-tetrahydropyrido[4,3-d]pyrimidin-4-yl)piperazin-1-yl)prop-2-en-1-one